n-butyl-bis(hydroxypropyl)phosphorus oxide C(CCC)P(CCCO)(CCCO)=O